The molecule is a member of monochlorobenzenes, a member of catechols and a chlorophenylethylene. It has a role as a mouse metabolite. C1=CC(=CC=C1C(=C(Cl)Cl)C2=C(C(=C(C=C2)Cl)O)O)Cl